OCC1=CN=C2C=C(C(NC2=C1)=O)C(F)(F)F 7-(hydroxymethyl)-3-(trifluoromethyl)-1,5-naphthyridin-2(1H)-one